C1(CCCCC1)NC1=NC(=NC2=CC=CC=C12)NC1=CC(=C(C=C1)Cl)Cl N4-cyclohexyl-N2-(3,4-dichlorophenyl)quinazoline-2,4-diamine